BrC=1C(=C2C(CC(NC2=C(C1)F)(C)C)=O)C 6-bromo-8-fluoro-2,2,5-trimethyl-2,3-dihydroquinolin-4(1H)-one